N-(2,2,2-trichloroethoxycarbonyl)asparagine ClC(COC(=O)N[C@@H](CC(N)=O)C(=O)O)(Cl)Cl